ClC=1C=CC(=C(C1)[C@H](C)N[S@](=O)C(C)(C)C)F (R)-N-((S)-1-(5-chloro-2-fluorophenyl)ethyl)-2-methylpropane-2-sulfinamide